1-(4-(difluoromethoxy)-3-ethoxyphenyl)-2-(methylsulfonyl)ethylamine FC(OC1=C(C=C(C=C1)C(CS(=O)(=O)C)N)OCC)F